N1=CNC=2CNCCC21 3,4,6,7-tetrahydro-5H-imidazo[4,5-c]pyridin